4-([1,1'-biphenyl]-3-yl)-2-amino-6-(bis(2-hydroxyethyl)amino)pyridine-3,5-dinitrile C1(=CC(=CC=C1)C1=C(C(=NC(=C1C#N)N(CCO)CCO)N)C#N)C1=CC=CC=C1